O1CCN(CC1)C1=NC(=C2C=CC=NC2=C1)OC1CCC(CC1)NC=1C2=C(N=CN1)OC=C2 N-((1s,4s)-4-((7-morpholino-1,6-naphthyridin-5-yl)oxy)cyclohexyl)furo[2,3-d]pyrimidin-4-amine